5-Acrylamido-2-((3-((4-chloro-3-(trifluoromethyl)phenyl)sulfonamido)-5-methylpyridin-2-yl)oxy)-N,N-dimethylbenzamide C(C=C)(=O)NC=1C=CC(=C(C(=O)N(C)C)C1)OC1=NC=C(C=C1NS(=O)(=O)C1=CC(=C(C=C1)Cl)C(F)(F)F)C